2-((3S,5R)-3,5-dimethylpiperazin-1-yl)ethyl 6-(5-(6-methylpyridin-2-yl)-1H-imidazol-4-yl)quinoline-3-carboxylate CC1=CC=CC(=N1)C1=C(N=CN1)C=1C=C2C=C(C=NC2=CC1)C(=O)OCCN1C[C@@H](N[C@@H](C1)C)C